O1C(=CC=C1)C=CC(=O)NC(NC1=CC=C(C=C1)S(NC1=NC=CN=C1OC)(=O)=O)=S 3-(furan-2-yl)-N-[[4-[(3-methoxypyrazin-2-yl)sulfamoyl]phenyl]carbamothioyl]prop-2-enamide